C(=O)(OC(C)(C)C)N[C@@H](CC1=CC=C(C=C1)N)C(=O)O Boc-4-amino-L-phenylalanine